5-(4-(oxetan-2-ylmethoxy)phenyl)-2-oxo-6-(trifluoromethyl)-1,2-dihydropyridine-3-carboxamide O1C(CC1)COC1=CC=C(C=C1)C=1C=C(C(NC1C(F)(F)F)=O)C(=O)N